4-methoxy-7-[3-(2-methoxyethoxy)phenyl]-1H-1,3-benzodiazol COC1=CC=C(C=2NC=NC21)C2=CC(=CC=C2)OCCOC